(2-pyridyl)ethylamine N1=C(C=CC=C1)CCN